1-(4-(4-chloro-6-morpholino-1,3,5-triazin-2-yl)piperazin-1-yl)ethan-1-one ClC1=NC(=NC(=N1)N1CCOCC1)N1CCN(CC1)C(C)=O